1-(1-(2-fluoroacryloyl)azetidin-3-yl)-3-(6-(trifluoromethyl)pyridin-3-yl)-1,3-dihydro-2H-imidazo[4,5-b]pyrazin-2-one FC(C(=O)N1CC(C1)N1C(N(C=2C1=NC=CN2)C=2C=NC(=CC2)C(F)(F)F)=O)=C